C(C)C(C(C(C)NC)C)(NC)CC diethyl-N,N'-dimethyl-3-methyl-2,4-butanediamine